(Z)-5-(benzyl-(methyl)amino)-1-(4-chlorophenyl)-2-phenylpent-1-en-3-one hydrochloride Cl.C(C1=CC=CC=C1)N(CCC(\C(=C/C1=CC=C(C=C1)Cl)\C1=CC=CC=C1)=O)C